C(C)OC=1CNC=C2C3=C(C=CC12)C=CO3 6-ethoxy-7,8-dihydrofuro[3,2-h]isoquinoline